(2R)-2-(3-chloro-4-tolyl)-N-((5-(2,6-dioxopiperidin-3-yl)-4-oxo-5,6-dihydro-4H-thieno[3,4-c]pyrrol-1-yl)methyl)acrylamide ClC=1C=C(C=CC1C(C(=O)NCC=1SC=C2C1CN(C2=O)C2C(NC(CC2)=O)=O)=C)C